C(C(C)C)OC1=C(C=CC=C1)C(C(=O)O)N1C[C@@H](CC1)OCCCCC1=NC=2NCCCC2C=C1 2-(2-Isobutoxyphenyl)-2-((R)-3-(4-(5,6,7,8-tetrahydro-1,8-naphthyridin-2-yl)butoxy)pyrrolidin-1-yl)acetic acid